OC1[C@H](N(CCN(C1)C(=O)OC(C)(C)C)C(=O)[O-])C tert-butyl (5R)-6-hydroxy-5-methyl-1,4-diazepane-1,4-dicarboxylate